2-(2-(5-cyclopropyl-3-(3,5-dichloropyridin-4-yl)isoxazol-4-yl)-7-azaspiro[3.5]non-1-en-7-yl)quinoline-5-carboxylic acid C1(CC1)C1=C(C(=NO1)C1=C(C=NC=C1Cl)Cl)C1=CC2(C1)CCN(CC2)C2=NC=1C=CC=C(C1C=C2)C(=O)O